N[C@@H]1[C@@H](C1)NC(C1=CC=CC=C1)=O |r| N-[rac-(1R,2S)-2-aminocyclopropyl]benzamide